C(#N)C1=C(C=CC=C1)N1N=CC(=C1)C=1OC2=C(C=C(C=C2C(C1)=O)C)[C@@H](C)NC1=C(C(=O)O)C=CC=C1 [(1R)-1-[2-[1-(2-Cyanophenyl)pyrazol-4-yl]-6-methyl-4-oxo-chromen-8-yl]ethylamino]benzoic acid